OC(C)CC(CCCCCCC)(O)O 2,4,4-Trihydroxyundecane